C(C1=CC=CC=C1)(C1=CC=CC=C1)(C1=CC=CC=C1)NC(C[C@@H](N)C(=O)OC)=O Methyl N4-trityl-D-asparaginate